(R)-10-methyl-3-(3-(2-morpholinoethoxy)-6-((trimethylsilyl)ethynyl)pyridazin-4-yl)-9,10,11,12-tetrahydro-8H-[1,4]diazepino[5',6':4,5]thieno[3,2-f]quinolin-8-one C[C@H]1NC(C2=C(C=3C=4C=CC(=NC4C=CC3S2)C2=C(N=NC(=C2)C#C[Si](C)(C)C)OCCN2CCOCC2)NC1)=O